COC1=CC=C(CN2CC(OCC2=O)C2CCN(CC2)C(=O)OC(C)(C)C)C=C1 tert-Butyl 4-(4-(4-methoxybenzyl)-5-oxomorpholin-2-yl)piperidine-1-carboxylate